8,9-dimethyl-7-(3-(2-oxo-2,3-dihydro-1H-pyrrolo[3,2-b]pyridin-1-yl)-7,8-dihydro-1,6-naphthyridin-6(5H)-yl)-4H-pyrimido[1,2-b]pyridazin-4-one CC1=C(C=2N(N=C1N1CC=3C=C(C=NC3CC1)N1C(CC3=NC=CC=C31)=O)C(C=CN2)=O)C